C1(CC1)C1=C(C=CC(=C1)F)S(=O)(=O)N cyclopropyl-4-fluoro-benzenesulfonamide